1-(3-bromo-2-fluoro-phenyl)-2-methyl-propan-1-ol BrC=1C(=C(C=CC1)C(C(C)C)O)F